C(C(=O)O)(=O)[O-].[N+](=O)(O)[O-].[K+] potassium nitrate oxalate